COC(=O)C=1[C@@H]2[C@H](C(OC1)O[Si](C)(C)C(C)(C)C)C(=CC2)C=CC2=CC=C(C=C2)[N+](=O)[O-] (4aS,7aS)-7-[2-(4-nitrophenyl)vinyl]-1-[[(1,1-dimethylethyl)dimethylsilyl]oxy]-1,4a,5,7a-tetrahydrocyclopenta[c]pyran-4-carboxylic acid methyl ester